NC1=C(CC2=CN(C3=CC=C(C=C23)C(=O)[O-])C)C=CC=C1 3-(2-aminobenzyl)-1-methyl-1H-indole-5-carboxylate